N-(3-bromophenyl)-5-fluoro-1H-benzo[d]imidazole-2-carboxamide BrC=1C=C(C=CC1)NC(=O)C1=NC2=C(N1)C=CC(=C2)F